6-bromo-2-methyl-7-(trifluoromethyl)-1-(2-trimethylsilylethylOxymethyl)imidazo[1,2-a]Pyrimidin-5-one BrC1=C(N=C2N(C1=O)C=C(N2COCC[Si](C)(C)C)C)C(F)(F)F